ClC1=CC=C(C=C1)C[C@@H](C(=O)O)N(C(=O)OCC1C2=CC=CC=C2C=2C=CC=CC12)CC (2S)-3-(4-chlorophenyl)-2-[ethyl-(9H-fluoren-9-ylmethoxycarbonyl)amino]propionic acid